N-benzyl-glucosamine C(C1=CC=CC=C1)N[C@H]1C(O)O[C@@H]([C@H]([C@@H]1O)O)CO